ethyl-5-oxopyrrolidine-2-carboxylate C(C)OC(=O)C1NC(CC1)=O